4-(2-(3-fluoro-4-methoxyphenyl)-5-(piperazin-1-yl)-1H-indol-1-yl)benzonitrile FC=1C=C(C=CC1OC)C=1N(C2=CC=C(C=C2C1)N1CCNCC1)C1=CC=C(C#N)C=C1